5-((6-(3,5-dimethyl-4-(3-(trifluoromethyl)quinoxalin-2-yl)-1H-pyrazol-1-yl)hexyl)amino)-2-(2,6-dioxopiperidin-3-yl)isoindoline-1,3-dione CC1=NN(C(=C1C1=NC2=CC=CC=C2N=C1C(F)(F)F)C)CCCCCCNC=1C=C2C(N(C(C2=CC1)=O)C1C(NC(CC1)=O)=O)=O